CC1=C(C=CC=C1C)C1CCN(CC1)C(CN1N=C(C2=C1CCC2)C(=O)N2C[C@H]([C@@H](CC2)O)C)=O 1-(4-(2,3-Dimethylphenyl)piperidin-1-yl)-2-(3-((3R,4R)-4-hydroxy-3-methylpiperidin-1-carbonyl)-5,6-dihydrocyclopenta[c]pyrazol-1(4H)-yl)ethan-1-on